P(=O)(O)(O)O.C1(=CC=CC=C1)CCN 2-phenylethylamine phosphate